FC(C1=NN(C(=C1)C)C1=NC(=CC=C1C(C)=O)N1C=NC=2C=NC(=CC21)NC=2N=NC(=CC2)C)F 1-[2-[3-(difluoromethyl)-5-methyl-pyrazol-1-yl]-6-[6-[(6-methylpyridazin-3-yl)amino]imidazo[4,5-c]pyridin-1-yl]-3-pyridyl]ethanone